Cobaltous oxide [Co]=O